FC1=C(C=CC=C1)CCN1CCOC2=C(C1=O)C=CC(=C2)C2=CC(=CC=C2)F 4-(2-fluorophenylethyl)-8-(3-fluorophenyl)-3,4-dihydrobenzo[f][1,4]oxazepin-5(2H)-one